[C@H]12[C@@H](C[C@H](CC1)C2)NC(CN2C(C(=CC=C2)NC([C@H](CCC(C(=O)NC)=O)NC(=O)C2=C(SC(=C2)Cl)Cl)=O)=O)=O (S)-N1-(1-(2-((1S,2R,4R)-Bicyclo[2.2.1]heptan-2-ylamino)-2-oxoethyl)-2-oxo-1,2-dihydropyridin-3-yl)-2-(2,5-dichlorothiophen-3-carboxamido)-N6-methyl-5-oxohexandiamid